N1CC(C1)N(CCNC=1C=NC2=CC=C(C=C2C1)C=1N=CNC1C1=NC(=CC=C1)C)C N'-(azetidin-3-yl)-N'-methyl-N-[6-[5-(6-methyl-2-pyridyl)-1H-imidazol-4-yl]-3-quinolyl]ethane-1,2-diamine